The molecule is an organic sodium salt that is the disodium salt of impatienol. Isolated from the corolla of Impatiens balsamina, it exhibits inhibitory activity against COX-2. It has a role as a metabolite and a cyclooxygenase 2 inhibitor. It contains an impatienol(2-). CC(C1=C(C2=CC=CC=C2C(=O)C1=O)[O-])C3=C(C4=CC=CC=C4C(=O)C3=O)[O-].[Na+].[Na+]